bis(3-hydroxypropyl)(3-(methylthiomercapto)propyl)phosphorus oxide OCCCP(CCCSSC)(CCCO)=O